(Z)-Benzyl methylthio(oct-7-enamido)methylenecarbamate CS\C(\NC(CCCCCC=C)=O)=N/C(OCC1=CC=CC=C1)=O